tin tetrachloride dihydrate O.O.[Sn](Cl)(Cl)(Cl)Cl